C(C1=CC=CC=C1)O[C@@H]1[C@H](O[C@@H]([C@H]([C@H]1OCC1=CC=CC=C1)OCC1=CC=CC=C1)OC)COCC1=CC=CC=C1 (2R,3R,4S,5S,6S)-3,4,5-tribenzyloxy-2-(benzyloxymethyl)-6-methoxy-tetrahydropyran